CC1=C(C=NN1)C1=CC2=C(N=C(S2)NC2=NC=CC(=C2)CN2[C@H](CCC2)C)C=C1 (S)-6-(5-methyl-1H-pyrazol-4-yl)-N-(4-((2-methylpyrrolidin-1-yl)methyl)pyridin-2-yl)benzo[d]thiazol-2-amine